5-bromo-4-phenoxy-pyridin-2-amine BrC=1C(=CC(=NC1)N)OC1=CC=CC=C1